NC(CCC1CC1)(C1=CC=NC=C1)C=1C=CC(=C(C1)NC(=O)[C@@H]1N(C[C@](C1)(C1=CC=CC=C1)O)C(=O)NC1=CC=C(C=C1)Cl)F (2R,4S)-N2-(5-((+)-1-amino-3-cyclopropyl-1-(pyridin-4-yl)propyl)-2-fluorophenyl)-N1-(4-chlorophenyl)-4-hydroxy-4-phenylpyrrolidine-1,2-dicarboxamide